BrC1=C2C(=CN=C1NC(=O)NC1CCN(CC1)C)OC(=C2)C#N 1-(4-bromo-2-cyanofuro[2,3-c]pyridin-5-yl)-3-(1-methylpiperidin-4-yl)urea